(6Z)-6-(hydroxyimino)-8-nitroindolo[2,1-b]quinazolin-12-one O\N=C/1\C2=CC(=CC=C2N2C1=NC1=CC=CC=C1C2=O)[N+](=O)[O-]